ethyl 5-hydroxy-2-(4-hydroxyphenyl)-1-isopropyl-4-(piperidin-1-ylmethyl)-1H-indole-3-carboxylate OC=1C(=C2C(=C(N(C2=CC1)C(C)C)C1=CC=C(C=C1)O)C(=O)OCC)CN1CCCCC1